N-(3-bromo-1-(6-(1,1-difluoroethyl)pyridin-2-yl)-1H-pyrazolo[4,3-C]pyridin-6-yl)acetamide BrC1=NN(C2=C1C=NC(=C2)NC(C)=O)C2=NC(=CC=C2)C(C)(F)F